NC1=NC=NN2C1=C(C=C2C=2C=C(C(=NC2)OC)C(=O)N[C@@H]2CN(C[C@@H]2F)C(=O)C2CC(C2)(F)F)CN2CC(C2)N 5-{4-amino-5-[(3-aminoazetidin-1-yl)methyl]pyrrolo[2,1-f][1,2,4]triazin-7-yl}-N-[(3R,4S)-1-(3,3-difluorocyclobutanecarbonyl)-4-fluoropyrrolidin-3-yl]-2-methoxypyridine-3-carboxamide